N1C(=NC2=C1C=CC=C2)SCC2=NC1=CC=CC=C1C=N2 ((1H-benzo[d]imidazol-2-yl)thiomethyl)quinazoline